3-[5-[4-(dimethoxymethyl)-1-piperidinyl]-1-oxo-isoindolin-2-yl]Piperidine COC(C1CCN(CC1)C=1C=C2CN(C(C2=CC1)=O)C1CNCCC1)OC